C(C)(=O)N(CCCCCNC(CCC(=O)N(O)CCCCCNC(C(CC(=O)CCCCCN)NO)=O)=O)O N'-{5-[acetyl(hydroxy)amino]pentyl}-N-[5-({4-[5-aminopentyl][(Hydroxy)amino]-4-oxobutyryl}amino)pentyl]-N-hydroxysuccinamide